4-(2-chlorophenyl)-5-(4-((1-(3-fluoropropyl)azetidin-3-yl)methyl)phenyl)-2,3-dihydrobenzo[b]oxepine-8-carboxylic acid ClC1=C(C=CC=C1)C1=C(C2=C(OCC1)C=C(C=C2)C(=O)O)C2=CC=C(C=C2)CC2CN(C2)CCCF